FC([C@@](COC)(C)O)(F)C=1C(=C(C=CC1)[C@@H](C)NC1=NC(=NC2=CC3=C(C=C12)N(C(C(O3)(C)C)=O)C)C)F (S)-4-(((1R)-1-(3-(1,1-difluoro-2-hydroxy-3-methoxy-2-methylpropyl)-2-fluorophenyl)ethyl)amino)-2,6,8,8-tetramethyl-6H-[1,4]oxazino[3,2-g]quinazolin-7(8H)-one